4-(4-{[4-Bromo-2-(trifluoromethyl)phenoxy]methyl}-3-methoxyphenyl)-2H,4H,5H,6H,7H-pyrazolo[3,4-b]pyridin-6-one BrC1=CC(=C(OCC2=C(C=C(C=C2)C2C=3C(NC(C2)=O)=NNC3)OC)C=C1)C(F)(F)F